COC=1C=C(C=CC1OC)C=1NC2=CC=C(C=C2C1CC)N(C1CCNCC1)CC 2-(3,4-dimethoxyphenyl)-N,3-diethyl-N-(piperidin-4-yl)-1H-indol-5-amine